N-((S)-1-((R)-3-(4-(benzylthio)phenyl)-2-oxooxazolidin-5-yl)-2-phenylethyl)-4-fluorobenzamide C(C1=CC=CC=C1)SC1=CC=C(C=C1)N1C(O[C@H](C1)[C@H](CC1=CC=CC=C1)NC(C1=CC=C(C=C1)F)=O)=O